C(C)(C)(C)[Si](O[C@H]1[C@H](N(C(C1)=O)C(=O)OC(C)(C)C)C(N(C)C1=CC(=C(C=C1)F)Cl)=O)(C)C tert-butyl (2S,3R)-3-[tert-butyl-(dimethyl)silyl]oxy-2-[(3-chloro-4-fluoro-phenyl)-methyl-carbamoyl]-5-oxo-pyrrolidine-1-carboxylate